1-(((1S,2R,5S)-2-isopropyl-5-methylcyclohexyl)oxy)-4-vinylbenzene C(C)(C)[C@@H]1[C@H](C[C@H](CC1)C)OC1=CC=C(C=C1)C=C